4-methoxy-2,6-diphenyl-phenol COC1=CC(=C(C(=C1)C1=CC=CC=C1)O)C1=CC=CC=C1